(1-Ethylundecyl)-benzene C(C)C(CCCCCCCCCC)C1=CC=CC=C1